Cl.FC(C(C(F)(F)F)(C(F)(F)F)O[C@H]1C[C@@]2(CCCN2C1)CO)(F)F ((2S,7aS)-2-((1,1,1,3,3,3-hexafluoro-2-(trifluoromethyl)propan-2-yl)oxy)tetrahydro-1H-pyrrolizin-7a(5H)-yl)methanol hydrogen chloride salt